(R)-6-methyl-2-((1-(methylsulfonyl)piperidin-4-yl)amino)-8-(4-oxaspiro[2.4]heptan-7-yl)pyrido[2,3-d]pyrimidin-7(8H)-one CC1=CC2=C(N=C(N=C2)NC2CCN(CC2)S(=O)(=O)C)N(C1=O)[C@@H]1CCOC12CC2